Cl.NCC(=O)NC1=C(C=C(C(=O)OCC)C=C1)OC ethyl 4-(2-aminoacetamido)-3-methoxybenzoate hydrochloride salt